7-chloro-4-(methylamino)-5-(2-(methylamino)ethoxy)-1-phenylquinazolin-2(1H)-one ClC1=CC(=C2C(=NC(N(C2=C1)C1=CC=CC=C1)=O)NC)OCCNC